OC[C@@H](C1=CC=CC=C1)N1N=C(C=C1C(=O)N)C(=O)NC 1-((R)-2-hydroxy-1-phenylethyl)-N3-methyl-1H-pyrazole-3,5-dicarboxamide